[I-].CC=1N(C2=C([N+]1CCCC)C=CC=C2)CCCC 2-methyl-1,3-di-n-butyl-benzimidazolium iodide